ClC1=CC=C(C(=N1)CN(C)C)N1CCOCC1 1-(6-chloro-3-(N-morpholinyl)pyridin-2-yl)-N,N-dimethylmethylamine